C(C)(C)(C)C1=C(OP(=O)(OCC)N[C@@H](C)C(=O)OCCN2CCOCC2)C=C(C(=C1)C(C)(C)C)NC(=O)C1=CNC2=CC=CC=C2C1=O 2-Morpholinoethyl ((2,4-di-tert-butyl-5-(4-oxo-1,4-dihydroquinoline-3-carboxamido)phenoxy)(ethoxy)phosphoryl)-L-alaninate